C(C)(C)(C)OC(=O)N1CCC2(C[C@@H](OC2=O)CCN2[C@H](CN(CC2)C2=CC=C(C=C2)F)C)CC1 (R)-3-(2-((S)-4-(4-fluorophenyl)-2-methylpiperazin-1-yl)ethyl)-1-oxo-2-oxa-8-azaspiro[4.5]Decane-8-carboxylic acid tert-butyl ester